1,1-dimethylethyl ((3R)-1-{[2-(2,3-dihydro[1,4]oxazino[2,3,4-hi]indol-5-yl)-1-methyl-1H-benzimidazol-5-yl]carbonyl}-3-piperidinyl)carbamate O1CCN2C(=CC3=CC=CC1=C23)C2=NC3=C(N2C)C=CC(=C3)C(=O)N3C[C@@H](CCC3)NC(OC(C)(C)C)=O